The molecule is a butan-4-olide that is tetrahydrofuran substituted by an oxo group at position 2. It has a role as a neurotoxin and a metabolite. C1CC(=O)OC1